ClC1=CC=C(C=C1)C(C(=O)NC1=CC=C(C=C1)C(\C=C/C1=CC(=C(C=C1)O)OC)=O)C(C)C 2-(4-Chlorophenyl)-N-[4-[(Z)-3-(4-hydroxy-3-methoxyphenyl)prop-2-enoyl]phenyl]-3-methylbutanamide